C(C1=CC=CC=C1)OC=1C(=C(NC2(CC2)OCC)C(=CC1)Br)F 3-(Benzyloxy)-6-bromo-N-(1-ethoxycyclopropyl)-2-fluoroaniline